O.[Nb] niobium water